1-(1-(2'-methoxy-4'-(trifluoromethyl)-[1,1'-biphenyl]-4-yl)butyl)-1H-imidazole-5-carboxylic acid COC1=C(C=CC(=C1)C(F)(F)F)C1=CC=C(C=C1)C(CCC)N1C=NC=C1C(=O)O